O1C2=C(NCC1)C=C(C=C2)C=2SC=C(N2)CC(=O)NCC(=O)O (2-(2-(3,4-Dihydro-2H-Benzo[B][1,4]Oxazin-6-yl)Thiazol-4-yl)Acetyl)Glycine